tert-butyl (2R,6S)-4-[3-cyano-8-[(7-fluoro-2-methyl-indazol-5-yl)carbamoyl]-1,6-naphthyridin-5-yl]-2,6-dimethyl-piperazine-1-carboxylate C(#N)C=1C=NC2=C(C=NC(=C2C1)N1C[C@H](N([C@H](C1)C)C(=O)OC(C)(C)C)C)C(NC1=CC2=CN(N=C2C(=C1)F)C)=O